((5-chloro-2-(3-hydroxypyrrolidin-1-yl)phenyl)amino)-2-oxoacetic acid ClC=1C=CC(=C(C1)NC(C(=O)O)=O)N1CC(CC1)O